C(C)(C)(C)OC(=O)N1CC2(C3(CN3S(=O)(=O)C3=CC=C(C=C3)[N+](=O)[O-])CC1)CCCC2 1-((4-nitrophenyl)sulfonyl)-1,10-diazadispiro[2.0.44.43]Dodecane-10-carboxylic acid tert-butyl ester